N-(5-bromo-2,3-dihydro-1H-indene-1-yl)-1-hydroxycyclopropane-1-carboxamide BrC=1C=C2CCC(C2=CC1)NC(=O)C1(CC1)O